FC=1C=C(C=C(C1OC)OC)C1=CC=2C3=C(C=NC2C=C1)N(C(N3C=3C(=NC=NC3)C)=N)C 8-(3-Fluoro-4,5-dimethoxyphenyl)-3-methyl-1-(4-methylpyrimidin-5-yl)-1,3-dihydro-2H-imidazo[4,5-c]quinolin-2-imine